perfluoro-p-benzoquinone FC=1C(C(=C(C(C1F)=O)F)F)=O